(16R,20S)-12-(2,6-Dimethylphenyl)-20-(2-methylpropyl)-15-oxa-8λ6-thia-1,9,11,18,22-pentaazatetracyclo[14.4.1.13,7.110,14]tricosa-3(23),4,6,10(22),11,13-hexaene-2,8,8-trione CC1=C(C(=CC=C1)C)C1=NC=2NS(C3=CC=CC(C(N4[C@H](CNC[C@@H](OC(=C1)N2)C4)CC(C)C)=O)=C3)(=O)=O